C(C)OC1=C(C(N(C=C1)C1=NC=C(C=C1)F)=O)C(=O)N 4-ethoxy-1-(5-fluoropyridin-2-yl)-2-oxopyridine-3-carboxamide